C(C)OC(=O)C1=NN(C2=CC=C(C=C12)C1=NN(C=C1)C)C1=CC(=CC=C1)C1=NOC(=C1)[C@]1(C(N(CC1)C)=O)O (R)-1-(3-(5-(3-hydroxy-1-methyl-2-oxopyrrolidin-3-yl)isoxazol-3-yl)phenyl)-5-(1-methyl-1H-pyrazol-3-yl)-1H-indazole-3-carboxylic acid ethyl ester